(S)-N-(8,9-difluoro-6-oxo-1,2,3,4,5,6-hexahydrobenzo[c][1,7]naphthyridin-1-yl)-N-methyl-4H-thieno[3,2-b]pyrrole-5-carboxamide FC=1C(=CC2=C(C(NC=3CNC[C@H](C23)N(C(=O)C2=CC3=C(N2)C=CS3)C)=O)C1)F